benzyl (1-(2-((2-aminoethyl)amino)-3-(5-chloro-1H-benzo[d]imidazol-2-yl)-5-(3-fluoro-5-methylphenyl)pyridin-4-yl)piperidin-4-yl)carbamate NCCNC1=NC=C(C(=C1C1=NC2=C(N1)C=CC(=C2)Cl)N2CCC(CC2)NC(OCC2=CC=CC=C2)=O)C2=CC(=CC(=C2)C)F